OC[C@@H]1CN(CCN1)C(=O)OC(C)(C)C (S)-tert-butyl 3-(hydroxymethyl)piperazine-1-carboxylate